ClC=1C=C(C=CC1F)[C@@H](NC(=O)N1CC(NCC1)=O)C1=NC(=CC=C1)C(F)(F)F N-((R)-(3-chloro-4-fluorophenyl)(6-(trifluoromethyl)pyridin-2-yl)methyl)-3-oxopiperazine-1-carboxamide